(4-fluorobenzyl)-3-(3,4,5-trimethoxyphenyl)-1H-pyrazole-5-carboxamide FC1=CC=C(CN2N=C(C=C2C(=O)N)C2=CC(=C(C(=C2)OC)OC)OC)C=C1